C(C)(C)(C)OC(=O)N(CCC1=NC(=CC=C1[N+](=O)[O-])OC)CC1=C(C=CC(=C1F)F)NC1=C(C(=O)OC)C=C(C(=C1)C(F)(F)F)Cl methyl 2-((2-(((tert-Butoxycarbonyl) (2-(6-methoxy-3-nitropyridin-2-yl) ethyl)-amino) methyl)-3,4-difluorophenyl) amino)-5-chloro-4-(trifluoromethyl)-benzoate